ethyl 3-(2-fluoroethyl)isoxazole-4-carboxylate FCCC1=NOC=C1C(=O)OCC